1-(4-Fluorophenyl)-N-(3-((1-methylpiperidin-4-yl)methyl)benzyl)cyclopentan-1-amin FC1=CC=C(C=C1)C1(CCCC1)NCC1=CC(=CC=C1)CC1CCN(CC1)C